1,5-cyclooctadiene Di-tert-butyl-(((pyridine-2,5-dicarbonyl)bis(azanediyl))bis(2-fluoro-4,1-phenylene))dicarbamate C(C)(C)(C)N(C(O)=O)C1=C(C=C(C=C1)NC(=O)C1=NC=C(C=C1)C(=O)NC1=CC(=C(C=C1)N(C(O)=O)C(C)(C)C)F)F.C1=CCCC=CCC1